Cl.FC(C=1C=CC(=NC1)N1CC2N(C3=C1C=CC=N3)CCNC2)(F)F 5-(5-(trifluoromethyl)pyridin-2-yl)-6,6a,7,8,9,10-hexahydro-5H-pyrazino[1,2-a]pyrido[3,2-e]pyrazine hydrochloride